FC1(C2C(C3=C1NN=C3C(=O)O)C2)F 5,5-difluoro-3b,4,4a,5-tetrahydro-1H-cyclopropa[3,4]cyclopenta[1,2-c]pyrazole-3-carboxylic acid